The molecule is a glutathione derivative that is glutathione in which the hydrogen attached to the sulfur has been replaced by sulfur has been replaced by a nitroso group. It has a role as a platelet aggregation inhibitor, a bronchodilator agent, a nitric oxide donor and a signalling molecule. It is a glutathione derivative and a nitrosothio compound. It is a conjugate acid of a S-nitrosoglutathione(1-) and a L-gamma-glutamyl-S-nitroso-D-cysteinylglycine(2-). C(CC(=O)N[C@@H](CSN=O)C(=O)NCC(=O)O)[C@@H](C(=O)O)N